C(=O)(O)CCNC(C(C)C)=O N-(2-carboxyethyl)-2-methylpropionamide